3-sulfonyl-5-acetyl-1,4-dihydropyridine S(=O)(=O)=C1CNC=C(C1)C(C)=O